methyl (4-(p-tolyloxy)butanoyl)glycinate C1(=CC=C(C=C1)OCCCC(=O)NCC(=O)OC)C